C(C)N(C1=CC(=CC=C1)OC)CCOC N-ethyl-3-methoxy-N-(2-methoxyethyl)aniline